FC1(CCC(CC1)NS(=O)(=O)C1=CC2=C(N=C(S2)N2C3CN(CC2CC3)CC)C=C1)F N-(4,4-difluorocyclohexyl)-2-(3-ethyl-3,8-diazabicyclo[3.2.1]oct-8-yl)benzo[d]thiazole-6-sulfonamide